C(C1=CC=CC=C1)OC(=O)N[C@H](C(=O)OCC1=CC=CC=C1)CCC(=O)NCCOCCOCCOCCNC(CCCC1=CC=C(C=C1)OC)=O benzyl (2S)-2-(benzyloxycarbonylamino)-5-[2-[2-[2-[2-[4-(4-methoxyphenyl)butanoylamino]ethoxy] ethoxy]ethoxy]ethylamino]-5-oxo-pentanoate